CC=1N=C(SC1B1OC(C(O1)(C)C)(C)C)N1CCOCC1 4-(4-methyl-5-(4,4,5,5-tetramethyl-1,3,2-dioxaborolan-2-yl)thiazol-2-yl)morpholine